Cl.FC=1C=C(C=C(C1)F)CC=1C=C2C(=NNC2=CC1)NC(=O)C1=C(NC2CCN(CC2)CCCC(=O)O)C=CC=C1 4-[4-[2-[[5-[(3,5-difluorophenyl)methyl]-1H-indazol-3-yl]carbamoyl]anilino]-1-piperidyl]butanoic acid hydrochloride